C(C)NS(=O)(=O)C1=C(C=CC(=C1)NC1CN(C1)C(C(C)C)=O)C1=CN=C(S1)[C@@H]1CC[C@H](CC1)NC(OC(C)C)=O isopropyl trans-N-[4-[5-[2-(ethylsulfamoyl)-4-[[1-(2-methylpropanoyl)azetidin-3-yl]amino]phenyl]thiazol-2-yl]cyclohexyl]carbamate